(1R,2S,5R)-7-oxo-2-(piperidin-4-ylcarbamoyl)-1,6-diazabicyclo[3.2.1]octan-6-yl sulfate S(=O)(=O)(ON1[C@@H]2CC[C@H](N(C1=O)C2)C(NC2CCNCC2)=O)[O-]